[I-].[La+3].[I-].[I-] lanthanum(III) iodide